The molecule is a 2-[4-methyl-5-oxo-4-(propan-2-yl)-4,5-dihydro-1H-imidazol-2-yl]quinoline-3-carboxylic acid that has R-configuration. It is the more active enantiomer of imazaquin. It has a role as a herbicide. It is a conjugate acid of a (R)-imazaquin(1-). It is an enantiomer of a (S)-imazaquin. CC(C)[C@@]1(C(=O)NC(=N1)C2=NC3=CC=CC=C3C=C2C(=O)O)C